N-(benzo[d][1,3]dioxol-5-yl)-N-methyl-3-(3-(trifluoromethyl)-5,6,7,8-tetrahydro-4,7-epiminocyclohepta[c]pyrazol-1(4H)-yl)benzamide hydrochloride Cl.O1COC2=C1C=CC(=C2)N(C(C2=CC(=CC=C2)N2N=C(C1=C2CC2CCC1N2)C(F)(F)F)=O)C